FC=1C=C(C=NC1C)C=1N=C(C=2OCCNC2N1)NCCC1=CNC2=CC=CC=C12 2-(5-fluoro-6-methyl-3-pyridyl)-N-[2-(1H-indol-3-yl)ethyl]-7,8-dihydro-6H-pyrimido[5,4-b][1,4]oxazin-4-amine